(R)-formic acid C(=O)O